tert-Butyl 3-((4-(3-((2-((1S)-1-((tetrahydro-2H-pyran-2-yl)oxy)ethyl)-1H-imidazol-1-yl)methyl)isoxazol-5-yl)phenyl)butane-1,3-diyn-1-yl)azetidine-1-carboxylate O1C(CCCC1)O[C@@H](C)C=1N(C=CN1)CC1=NOC(=C1)C1=CC=C(C=C1)C#CC#CC1CN(C1)C(=O)OC(C)(C)C